IC1=C(C=C(C(=C1)OCCCCCCCC)I)OCCCCCCCC 1,4-diiodo-2,5-bis(octyloxy)benzene